(S)-8'-(4-acryloylpiperazin-1-yl)-11'-(2,4-difluorophenyl)-10'-(trifluoromethyl)-2'H,4'H,6'H-spiro[oxetane-3,3'-[1,4]thiazepino[2,3,4-ij]quinazolin]-6'-one C(C=C)(=O)N1CCN(CC1)C1=NC(N2C3=C(C(=C(C=C13)C(F)(F)F)C1=C(C=C(C=C1)F)F)SCC1(C2)COC1)=O